ICCCNC(OC(C)(C)C)=O tert-butyl N-(3-iodopropyl)carbamate